C(C=C)(=O)N1C[C@@H]2COC3=C(C(N2CC1)=O)C(=NC(=C3Cl)C3=C(C=CC=C3O)F)N3C([C@@H](CC3)OC)(C)C (6aR)-8-acryloyl-4-chloro-3-(2-fluoro-6-hydroxyphenyl)-1-((R)-3-methoxy-2,2-dimethylpyrrolidin-1-yl)-6,6a,7,8,9,10-hexahydro-12H-pyrazino[2,1-c]pyrido[3,4-f][1,4]oxazepin-12-one